calcium-iron-silicon [Si].[Fe].[Ca]